C(C1=CC=CC=C1)OCC1CCC(CC1)C1=NC2=C(N1COCC[Si](C)(C)C)C=C(C(=C2)C(=O)OC)NC(=O)C2=NC(=CC=C2)C(F)(F)F Methyl 2-[4-(benzyloxymethyl)cyclohexyl]-6-[[6-(trifluoromethyl)pyridine-2-carbonyl] amino]-1-(2-trimethylsilylethoxymethyl)benzimidazole-5-carboxylate